methyl 5-amino-4-(4-(4-((4-(methylsulfonyl)piperazin-1-yl)methyl)benzyloxy)-1-oxoisoindolin-2-yl)-5-oxopentanoate NC(C(CCC(=O)OC)N1C(C2=CC=CC(=C2C1)OCC1=CC=C(C=C1)CN1CCN(CC1)S(=O)(=O)C)=O)=O